1-(4-(6-amino-5-(tri-fluoromethoxy)pyridin-3-yl)-1-(bicyclo[1.1.1]-pentan-1-yl)-1H-imidazol-2-yl)propan-1-ol NC1=C(C=C(C=N1)C=1N=C(N(C1)C12CC(C1)C2)C(CC)O)OC(F)(F)F